(S)-1-(ethanesulfonamido)-8-azaspiro[4.5]decane C(C)S(=O)(=O)N[C@H]1CCCC12CCNCC2